C(C=C)(=O)OC(CC)CCCCCCCCCOC(C=C)=O 3,12-dodecanediol diacrylate